ammonium ((3-bromo-5-hydroxy-7-(4,4,4-trifluorobutoxy)benzo[b]thiophen-2-yl)difluoromethyl)phosphonic acid BrC=1C2=C(SC1C(F)(F)P(O)(O)=O)C(=CC(=C2)O)OCCCC(F)(F)F.[NH4+]